di(1,2,2,2-tetrafluoroethyl) ether FC(C(F)(F)F)OC(C(F)(F)F)F